NC(C)(C)C=1C=C2C=C(N(C2=CC1)CCCC(F)(F)F)CN1C(N(C2=C1C=C(C=C2)F)CC(F)(F)F)=O 3-((5-(2-aminopropan-2-yl)-1-(4,4,4-trifluorobutyl)-1H-indol-2-yl)methyl)-5-fluoro-1-(2,2,2-trifluoroethyl)-1,3-dihydro-2H-benzo[d]imidazol-2-one